C(C)(C)(C)OC(=O)N1CCC(CC1)C(=O)N1CCN(CC1)C(=O)OCC1=CC=CC=C1 4-(1-(tert-butoxycarbonyl)piperidine-4-carbonyl)piperazine-1-carboxylic acid, Benzyl ester